(R)-4-(4-(1-(3-(difluoromethyl)-2-fluorophenyl)ethylamino)cinnolin-6-yl)-5,6-dihydropyridine-1(2H)-carboxylic acid tert-butyl ester C(C)(C)(C)OC(=O)N1CC=C(CC1)C=1C=C2C(=CN=NC2=CC1)N[C@H](C)C1=C(C(=CC=C1)C(F)F)F